FC1(CC(C1)C=1N=C(N2C1C1=CC(=C(C=C1CC2)OC)C=2N=NN(N2)C)C(=O)N2[C@](CCC2)(C#N)C)F (R)-1-(1-(3,3-difluorocyclobutyl)-8-methoxy-9-(2-methyl-2H-tetrazol-5-yl)-5,6-dihydroimidazo[5,1-a]isoquinoline-3-carbonyl)-2-methylpyrrolidine-2-carbonitrile